NC=1C=2C(N=C(C1)C1=CC=CC=C1)=C(N(N2)C2=CC(=CC=C2)OC)C(=O)NN 7-amino-2-(3-methoxyphenyl)-5-phenyl-2H-pyrazolo[4,3-b]pyridine-3-carbohydrazide